bis-diethylaminoethanol citrate C(CC(O)(C(=O)O)CC(=O)O)(=O)O.C(C)N(CC)C(C)(O)N(CC)CC